2-(6-((2S,5R)-4-(1-(4-fluoro-2-(trifluoromethyl)phenyl)ethyl)-2,5-dimethylpiperazin-1-yl)-3,9-bis(methyl-d3)-2-oxo-3,9-dihydro-2H-purin-8-yl)acetonitrile FC1=CC(=C(C=C1)C(C)N1C[C@@H](N(C[C@H]1C)C=1C=2N=C(N(C2N(C(N1)=O)C([2H])([2H])[2H])C([2H])([2H])[2H])CC#N)C)C(F)(F)F